FC(C=1C=C(C=CC1)C1=CC=CC2=C1N=C(O2)S)(F)F (3-(trifluoromethyl)phenyl)benzo[d]oxazol-2-thiol